N-(4-(2-isopropoxypropan-2-yl)thiazol-2-yl)-1-(4-(methylsulfonyl)benzyl)-1H-pyrrole-2-carboxamide C(C)(C)OC(C)(C)C=1N=C(SC1)NC(=O)C=1N(C=CC1)CC1=CC=C(C=C1)S(=O)(=O)C